ethanone O-(4-(4-methylphenylsulfonyloxy)phenylsulfonyl) oxime CC1=CC=C(C=C1)S(=O)(=O)OC1=CC=C(C=C1)S(=O)(=O)ON=CC